ClC1=C(C=CC=C1)S(=O)(=O)NC1=NC(=C(C=C1)\C=C\C=1C=NC(=NC1)NC1CCC(CC1)N1CCSCC1)OC 2-chloro-N-(6-methoxy-5-((E)-2-(2-(((1r,4r)-4-thiomorpholinocyclohexyl)amino)pyrimidin-5-yl)vinyl)pyridin-2-yl)benzenesulfonamide